methyl 1-[5-[(3R)-3-amino-5-[(4-chloro-phenyl)methyl]-8-fluoro-1,1,4-trioxo-2,3-dihydro-1λ6,5-benzo-thiazepin-7-yl]-1,3,4-oxadiazol-2-yl]-3-azabicyclo[4.1.0]-heptane-3-carboxylate N[C@H]1CS(C2=C(N(C1=O)CC1=CC=C(C=C1)Cl)C=C(C(=C2)F)C2=NN=C(O2)C21CN(CCC1C2)C(=O)OC)(=O)=O